BrC1=CC2=C(C=N1)C=C(N2)CNC(OC(C)(C)C)=O tert-butyl N-[(6-bromo-1H-pyrrolo[3,2-c]pyridin-2-yl)methyl]carbamate